N-(5-((2-morpholinoethyl)carbamoyl)-1H-pyrrol-3-yl)-1H-pyrrole-2-carboxamide O1CCN(CC1)CCNC(=O)C1=CC(=CN1)NC(=O)C=1NC=CC1